C(C)N1C([C@H]2N(C3=C1C=C(C=N3)C(F)(F)F)CCN(C2)C(=O)[O-])=O (S)-5-ethyl-6-oxo-3-(trifluoromethyl)-5,6,6a,7,9,10-hexahydro-8H-pyrazino[1,2-a]pyrido[3,2-e]pyrazine-8-carboxylate